2-(3,5-Dichloro-4-((2-(pyridin-3-ylmethyl)-1-oxo-1,2,3,4-tetrahydroisoquinoline-6-yl)oxy)phenyl)-1,2,4-triazine ClC=1C=C(C=C(C1OC=1C=C2CCN(C(C2=CC1)=O)CC=1C=NC=CC1)Cl)N1NC=CN=C1